N-1-ethyl-1-methyl-propylhydroxylamine C(C)N(O)C(CC)C